(2-Aminoisobutyrylamino)-3-fluoro-2-(trifluoromethyl)benzonitrile hydrochloride Cl.NC(C(=O)NC1=C(C(=C(C#N)C=C1)C(F)(F)F)F)(C)C